N-(2-chlorophenyl)-N-{4-[2-(2,6-dichlorophenyl)acetamido]pyridin-2-yl}acetamide ClC1=C(C=CC=C1)N(C(C)=O)C1=NC=CC(=C1)NC(CC1=C(C=CC=C1Cl)Cl)=O